(S)-2-(butylsulfonamido)-3-(4-(4-(pyridine-4-yl)butoxy)phenyl)propionic acid C(CCC)S(=O)(=O)N[C@H](C(=O)O)CC1=CC=C(C=C1)OCCCCC1=CC=NC=C1